(S)-4-(4-((4-(3-((2-(1-hydroxyethyl)-1H-imidazol-1-yl)methyl)isoxazol-5-yl)phenyl)ethynyl)phenoxy)cyclohexane-1-carboxylic acid O[C@@H](C)C=1N(C=CN1)CC1=NOC(=C1)C1=CC=C(C=C1)C#CC1=CC=C(OC2CCC(CC2)C(=O)O)C=C1